C(C)(C)(C)OC([C@@H](N)COC(C)(C)C)=O O-(tert-butyl)-L-serine tert-butyl ester